(1R,2S,5S)-3-[(2S)-2-[(3,3-difluorocyclobutanecarbonyl)amino]-3-(3-pyridyl)propanoyl]-6,6-dimethyl-3-azabicyclo[3.1.0]hexane-2-carboxylic acid FC1(CC(C1)C(=O)N[C@H](C(=O)N1[C@@H]([C@H]2C([C@H]2C1)(C)C)C(=O)O)CC=1C=NC=CC1)F